C(=O)(O)C1=C(C=C(C=C1)B(O)O)Cl 4-carboxy-3-chlorophenyl-boronic acid